C(C)(=O)[O-].C(C)[NH+]1CC(CCC1)CCC 1-Ethyl-3-propylpiperidinium acetat